(R)-4-(4-((3-(2-isopropylphenyl)piperazin-1-yl)methyl)-2-methoxyphenyl)morpholine C(C)(C)C1=C(C=CC=C1)[C@@H]1CN(CCN1)CC1=CC(=C(C=C1)N1CCOCC1)OC